ClC1=NC=C(C(=C1)C1=C(C=NC(=C1)C)C(=O)NC=1SC2=C(N1)CN(C2)C(=O)C2CC(CCC2)OC(F)(F)F)OC (Racemic)-2'-chloro-5'-methoxy-6-methyl-N-(5-(3-(trifluoro-methoxy)cyclohexane-1-carbonyl)-5,6-dihydro-4H-pyrrolo[3,4-d]thiazol-2-yl)-[4,4'-bipyridine]-3-carboxamide